(R)-(-)-1-azabicyclo[2.2.2]octan-3-ol C1CN2CCC1[C@H](C2)O